C(C)C1=C(N=C2N1N=CC(=C2C(=C)C)C(=O)OCC=2C(=NC(=CC2C2(CC2)S(=O)(=O)C)N2[C@@H](COCC2)C)Cl)C2=CC(=CC(=C2)Cl)Cl (R)-(2-chloro-6-(3-methylmorpholino)-4-(1-(methylsulfonyl)cyclopropyl)pyridin-3-yl)methanol ethyl-2-(3,5-dichlorophenyl)-8-(prop-1-en-2-yl)imidazo[1,2-b]pyridazine-7-carboxylate